C1=C(C=CC2=CC3=CC=CC=C3C=C12)OC1=CC=C2CCC(CC2=C1)C(=O)O 7-(anthracene-2-yloxy)-2-carboxyl-1,2,3,4-tetrahydronaphthalene